2,2'-Azodi(2-methylbutyronitril) N(=NC(C#N)(CC)C)C(C#N)(CC)C